C(C)OC(=O)C=1C=NN(C1)C1=C(C=C(C=C1F)Br)F 1-(4-bromo-2,6-difluoro-phenyl)pyrazole-4-carboxylic acid ethyl ester